C(C=C)(=O)N(C#N)C(C=C)=O bisacryloylcyanamide